N[C@@H](C)C=1N(C(C=2C(=CC=C3C2C1CCC3)O)=O)C3=CC(=CC=C3)F (S)-3-(1-aminoethyl)-2-(3-fluorophenyl)-9-hydroxy-2,4,5,6-tetrahydro-1H-benzo[de]isoquinolin-1-one